methyl (1-(7-((2,6-dioxopiperidin-3-yl)carbamoyl)-1H-benzo[d]imidazol-4-yl)piperidin-4-yl)4-methylbenzenesulfonate O=C1NC(CCC1NC(=O)C1=CC=C(C2=C1NC=N2)N2CCC(CC2)C2=C(C=CC(=C2)C)S(=O)(=O)OC)=O